4-[4-(3,3-dimethyl-2,3-dihydro-1H-indol-5-yl)piperidin-1-yl]-1-methyl-2-oxo-1,2-dihydroquinoline-3-carbonitrile CC1(CNC2=CC=C(C=C12)C1CCN(CC1)C1=C(C(N(C2=CC=CC=C12)C)=O)C#N)C